COC=1C(C2=C(C=CC(=C2C(C1)=O)O)O)=O 2-methoxy-5,8-dihydroxy-1,4-naphthoquinone